C(CCCCCCC\C=C/CCCCCCCC)(=O)NC(CCCCCCCCCCCCCCC)=O N-oleoyl-palmitic acid amide